ClC=1C=C(C=C2C(=C(C=NC12)C#N)NC1=CC(=C(C=C1)F)Cl)N[C@H](C=1N=NN(C1)C1COC1)C1=CSC=2CN(CCC21)CC (S)-8-chloro-4-((3-chloro-4-fluorophenyl)amino)-6-(((6-ethyl-4,5,6,7-tetrahydrothieno[2,3-c]pyridin-3-yl)(1-(oxetan-3-yl)-1H-1,2,3-triazol-4-yl)methyl)amino)quinoline-3-carbonitrile